6,7-dichloro-5-(2,6-difluorophenyl)-1,3-dihydro-1,4-benzodiazepin-2-one hydrazone ClC1=C(C=CC2=C1C(=NCC(N2)=NN)C2=C(C=CC=C2F)F)Cl